1-Methyl-2-(6-trifluoromethoxy-benzothiazol-2-ylamino)-1H-benzoimidazole-5-carboxylic acid piperidin-3-ylamide hydrochloride Cl.N1CC(CCC1)NC(=O)C1=CC2=C(N(C(=N2)NC=2SC3=C(N2)C=CC(=C3)OC(F)(F)F)C)C=C1